(Z)-5-((1-(4-aminobutyryl)-5-fluoro-2-oxoindol-3-ylidene)methyl)-N-(2-(diethylamino)ethyl)-2,4-dimethyl-1H-pyrrole-3-carboxamide hydrochloride Cl.NCCCC(=O)N1C(\C(\C2=CC(=CC=C12)F)=C/C1=C(C(=C(N1)C)C(=O)NCCN(CC)CC)C)=O